2-Amino-7-fluoro-4-(5-fluoro-3-((R)-3-(4-(methyl-d3)piperazin-1-yl)pyrrolidin-1-yl)-7,9-dihydrofuro[3,4-f]quinazolin-6-yl)thieno[3,2-c]pyridine-3-carbonitrile NC1=C(C=2C(=NC=C(C2S1)F)C=1C2=C(C=3C=NC(=NC3C1F)N1C[C@@H](CC1)N1CCN(CC1)C([2H])([2H])[2H])COC2)C#N